[7-(trifluoromethyl)-6,7-dihydro-5H-pyrazolo[1,5-a]pyrimidin-4-yl]methanone FC(C1CCN(C=2N1N=CC2)C=O)(F)F